CCCCCCCCCCCC(=O)OC[C@H](CO)O The molecule is a 1-acyl-sn-glycerol that is the S-enantiomer of 2,3-dihydroxypropyl dodecanoate (glyceryl monolaurate). It is a 1-acyl-sn-glycerol and a 1-monolauroylglycerol. It is an enantiomer of a 3-lauroyl-sn-glycerol.